tert-butyl 4-((5-chloro-4-(3-(methoxycarbonyl)-1-((2-(trimethylsilyl)ethoxy)methyl)-1H-pyrazol-4-yl)pyrimidin-2-yl)amino)piperidine-1-carboxylate ClC=1C(=NC(=NC1)NC1CCN(CC1)C(=O)OC(C)(C)C)C=1C(=NN(C1)COCC[Si](C)(C)C)C(=O)OC